2-methyl-4,5-dihydro-2H-pyrazolo[3,4-g]Indolizine-8-carboxylic acid methyl ester COC(=O)C=1C=C2C=3C(CCN2C1)=NN(C3)C